(S)-1'-(3-(3-chloro-4-methylpyridin-2-yl)imidazo[1,5-a]pyrazin-8-yl)-1,3-dihydrospiro[indene-2,4'-piperidine]-1-amine ClC=1C(=NC=CC1C)C1=NC=C2N1C=CN=C2N2CCC1(CC2)[C@@H](C2=CC=CC=C2C1)N